[C@H]1(CCC2=CC=CC=C12)NC1=C2N=CN(C2=NC(=N1)I)[C@@H]1SC[C@H]([C@H]1O)O (2R,3R,4S)-2-(6-(((R)-2,3-dihydro-1H-indene-1-yl)amino)-2-iodo-9H-purin-9-yl)tetrahydrothiophene-3,4-diol